FC1(CC(C1)C1=NN(C(=C1C)NC(CC1C(C1)(F)F)=O)C)F N-(3-(3,3-difluorocyclobutyl)-1,4-dimethyl-1H-pyrazol-5-yl)-2-(2,2-difluorocyclopropyl)-acetamide